SCCC(=O)OCC(C)(COC(CCS)=O)C neopentyl glycol di(3-mercaptopropionate)